N-(2-(8-((2R,3S)-3-(N-isopropylmethylsulfonamido)-2-methylazetidin-1-yl)-3-((2-(4-methoxypiperidin-1-yl)pyrimidin-4-yl)amino)isoquinolin-5-yl)propan-2-yl)acrylamide C(C)(C)N(S(=O)(=O)C)[C@@H]1[C@H](N(C1)C=1C=CC(=C2C=C(N=CC12)NC1=NC(=NC=C1)N1CCC(CC1)OC)C(C)(C)NC(C=C)=O)C